(3S)-N-[3-(2-[[(1R)-3,3-difluorocyclopentyl]amino]-6-(morpholin-4-yl)pyrimidin-4-yl)-4-methylphenyl]-3-(2,2,2-trifluoroethyl)pyrrolidine-1-carboxamide FC1(C[C@@H](CC1)NC1=NC(=CC(=N1)C=1C=C(C=CC1C)NC(=O)N1C[C@@H](CC1)CC(F)(F)F)N1CCOCC1)F